3-METHOXYCATECHOL COC1=C(C(O)=CC=C1)O